5-[8-(Azetidin-3-ylmethyl)-5-oxa-2,8-diazaspiro[3.5]nonan-2-yl]-5-[4-[4-(trifluoromethoxy)phenoxy]phenyl]hexahydropyrimidine-2,4,6-trione formic acid salt C(=O)O.N1CC(C1)CN1CCOC2(CN(C2)C2(C(NC(NC2=O)=O)=O)C2=CC=C(C=C2)OC2=CC=C(C=C2)OC(F)(F)F)C1